6-methoxy-1,2,3,4-tetrahydroisoquinoline hydrochloride salt Cl.COC=1C=C2CCNCC2=CC1